CCCCCN(C)N=O The molecule is a nitrosamine that has methyl and pentyl substituents. It is a potent oesophageal carcinogen. It has a role as a carcinogenic agent.